N-Boc-cysteic acid C(=O)(OC(C)(C)C)N[C@@H](CS(=O)(O)=O)C(=O)O